4-[[2-(5-Chloro-2-hydroxyphenyl)acetyl]amino]-N-(3-cyanotetrahydrofuran-3-yl)pyridin ClC=1C=CC(=C(C1)CC(=O)NC1=CCN(C=C1)C1(COCC1)C#N)O